2,6-nonadiennitril C(C=CCCC=CCC)#N